C(#N)N(C1=CC=C(C(=N1)C(=O)NC1C(CC1)(C)C)OC)C1=CC(=NC(=C1)F)F 6-[cyano-(2,6-difluoro-4-pyridinyl)amino]-N-(2,2-dimethylcyclobutyl)-3-methoxy-pyridine-2-carboxamide